3-(1-oxo-4-((5-(piperazin-1-yl)pentyl)thio)isoindolin-2-yl)piperidine-2,6-dione O=C1N(CC2=C(C=CC=C12)SCCCCCN1CCNCC1)C1C(NC(CC1)=O)=O